O=C1NC(CC[C@H]1NC1=CC(=C(C=C1OC)N1CCC(CC1)(O)CC(=O)OC(C)(C)C)F)=O |r| Racemic-tert-butyl 2-[1-[4-[(2,6-dioxo-3-piperidyl)amino]-2-fluoro-5-methoxy-phenyl]-4-hydroxy-4-piperidyl]acetate